5-hydrazino-1-(4-methoxybenzyl)pyrrolo[2,3,4-ij]isoQuinolin-2(1H)-one N(N)C1=CN=C2C3=C(C=CC=C13)N(C2=O)CC2=CC=C(C=C2)OC